methyl phenyl ((S)-1,1-dipropoxypropan-2-yl)phosphoramidate C(CC)OC([C@H](C)NP(OC)(OC1=CC=CC=C1)=O)OCCC